C(C)(C)(C)N1N=C(N=N1)C(=O)NCC1=C(C=C(C=C1)B1OC(C(O1)(C)C)(C)C)C 2-(tert-butyl)-N-(2-methyl-4-(4,4,5,5-tetramethyl-1,3,2-dioxaborolan-2-yl)benzyl)-2H-tetrazole-5-carboxamide